N1C=NC(=C1)C(C(=O)O)=O 2-(1H-imidazol-4-yl)-2-oxoacetic acid